3-((2-bromo-6-chloro-7-fluoro-1-(pyridin-3-yl)-1H-indol-3-yl)sulfanyl)-2-fluorobenzoic acid BrC=1N(C2=C(C(=CC=C2C1SC=1C(=C(C(=O)O)C=CC1)F)Cl)F)C=1C=NC=CC1